2-vinyl-isoindoline-1,3-dione C(=C)N1C(C2=CC=CC=C2C1=O)=O